COC1=CC=C(C=C1)CN1C(C2=CC=C(C=C2C2(CC2)C1)C1(CC1)C)=O 2-(4-methoxyphenyl)methyl-6-(1-methylcyclopropyl)spiro[3H-isoquinoline-4,1'-cyclopropane]-1-one